N-[(1R)-1-[3-nitro-5-(trifluoromethyl)phenyl]ethyl]-5-oxo-4-phenylpyrazine-2-carboxamide [N+](=O)([O-])C=1C=C(C=C(C1)C(F)(F)F)[C@@H](C)NC(=O)C=1N=CC(N(C1)C1=CC=CC=C1)=O